4-(1-(Adamantan-1-ylmethyl)piperidin-4-yl)phenyl ((5-fluoro-2,4-dioxo-3,4-dihydropyrimidin-1(2H)-yl)methyl) carbonate C(OC1=CC=C(C=C1)C1CCN(CC1)CC12CC3CC(CC(C1)C3)C2)(OCN2C(NC(C(=C2)F)=O)=O)=O